[Si](C)(C)(C(C)(C)C)OCC(COC1=NNC=C1[N+](=O)[O-])F 3-(3-((tert-butyl-dimethylsilyl)oxy)-2-fluoropropoxy)-4-nitro-1H-pyrazole